5-chloro-3-(4-methoxyphenyl)-[1,2,4]triazolo[4,3-c]pyrimidine ClC1=NC=CC=2N1C(=NN2)C2=CC=C(C=C2)OC